NC([C@H](C[C@@H]1C(NC2(CC2)C1)=O)NC(=O)[C@@H]1[C@H]2C([C@H]2CN1C([C@H](C(C)(C)C)N)=O)(C)C)=O (1R,2S,5S)-N-((S)-1-amino-1-oxo-3-((S)-5-oxo-4-azaspiro[2.4]hept-6-yl)propan-2-yl)-3-((S)-2-amino-3,3-dimethylbutyryl)-6,6-dimethyl-3-azabicyclo[3.1.0]hexane-2-carboxamide